3-isopropyl-cyclopentanol C(C)(C)C1CC(CC1)O